(R)-(7-Methoxy-1H-imidazo[4,5-b]pyridin-2-yl)(5-methyl-7,8-dihydro-1,6-naphthyridin-6(5H)-yl)methanone COC1=C2C(=NC=C1)N=C(N2)C(=O)N2[C@@H](C=1C=CC=NC1CC2)C